N-{[2-(cyclopropylmethoxy)phenyl]methyl}-5-{2-acetamidoimidazo[1,2-b]pyridazin-6-yl}-2-methoxy-6-methylpyridine-3-carboxamide C1(CC1)COC1=C(C=CC=C1)CNC(=O)C=1C(=NC(=C(C1)C=1C=CC=2N(N1)C=C(N2)NC(C)=O)C)OC